[C].N1CCNCC1 Piperazine carbon